4-(3,3-dimethylindolin-1-yl)pyrimidine-5-carboxylate CC1(CN(C2=CC=CC=C12)C1=NC=NC=C1C(=O)[O-])C